4-(1-methyl-7-methylsulfanyl-2-oxo-4H-pyrimido[4,5-d]pyrimidin-3-yl)-3,4-dihydro-2H-quinoline-1-carboxylic acid tert-butyl ester C(C)(C)(C)OC(=O)N1CCC(C2=CC=CC=C12)N1C(N(C2=NC(=NC=C2C1)SC)C)=O